CN1C(=NC2=C1C=C(C(=C2OCCOC2OCCCC2)C=2C=CC=C1C(=CNC21)C(=O)C2=CC(=C(C(=C2)F)F)F)C(F)(F)F)C (7-(1,2-dimethyl-4-(2-((tetrahydro-2H-pyran-2-yl)oxy)ethoxy)-6-(trifluoromethyl)-1H-benzo[d]imidazol-5-yl)-1H-indol-3-yl)(3,4,5-trifluorophenyl)methanone